N=C(CCCSCCC(=O)OCCCCCCCCCCCCCCCC)NCCNCCNC(CCCSCCC(=O)OCCCCCCCCCCCCCCCC)=N dihexadecyl 8,16-diimino-4,20-dithia-9,12,15-triazatricosanedioate